6-methyl-ethyl-pyrazine CC1=CN=CC(=N1)CC